C(C)(C)(C)C1=CC=C(CN2N=CN(C2=O)CC)C=C1 1-(4-(tert-butyl)benzyl)-4-ethyl-1H-1,2,4-triazol-5(4H)-one